I.CN(CCCN)C N,N-dimethyl-1,3-propanediamine hydroiodide